4-(2-{5-[(7R)-7-amino-2-azabicyclo[2.2.1]heptane-2-carbonyl]-7-methoxy-1-methyl-1H-1,3-benzodiazol-2-yl}-1-(cyclopropylmethyl)-1H-pyrrolo[2,3-b]pyridin-6-yl)-3-ethylbenzamide N[C@H]1C2N(CC1CC2)C(=O)C2=CC1=C(N(C(=N1)C1=CC=3C(=NC(=CC3)C3=C(C=C(C(=O)N)C=C3)CC)N1CC1CC1)C)C(=C2)OC